BrC1=C(C(=C(C=C1)C)Br)C 1,3-dibromo-2,4-dimethylbenzene